C(C)(C)(C)C1=NC=C(N=C1)Cl 2-tert-butyl-5-chloropyrazine